ClC=1C(=C(NC2=C(NC3=C2C(NCC3)=O)C3=C(C=NC=C3)OCC3(OCC3)C)C=CC1)OC(F)F 3-[3-chloro-2-(difluoromethoxy)anilino]-2-(3-{[2-methyloxetan-2-yl]methoxy}pyridin-4-yl)-1,5,6,7-tetrahydro-4H-pyrrolo[3,2-c]pyridin-4-one